2-Amino-N-[1-(8-chloro-5-{4-[(methylamino)sulfonyl]phenyl}imidazo[1,5-a]pyridin-6-yl)ethyl]pyrazolo[1,5-a]pyrimidine-3-carboxamide trifluoroacetate salt FC(C(=O)O)(F)F.NC1=NN2C(N=CC=C2)=C1C(=O)NC(C)C=1C=C(C=2N(C1C1=CC=C(C=C1)S(=O)(=O)NC)C=NC2)Cl